IC=1C(=CC(=C(OC=2C(=NC(=NC2)N)N)C1)C(C)C)OCC1=C(C=CC=C1)OC 5-[5-Iodo-2-isopropyl-4-(2-methoxy-benzyloxy)-phenoxy]-pyrimidine-2,4-diamine